CN(C)CC=1C=CC2=C(N(C(=N2)NC=2OC3=C(N2)C=C(C=C3)F)C)C1 N-{6-[(dimethylamino)methyl]-1-methyl-1H-1,3-benzodiazol-2-yl}-5-fluoro-1,3-benzoxazol-2-amine